C(C=C)(=O)N Acrylic acid amide